(28S,29S)-tert-butyl 28,29-bis(4-(2,5-dioxo-2,5-dihydro-1H-pyrrol-1-yl) butanamido)-27,30-dioxo-2,5,8,11,14,17,20,23-octaoxa-26,31-diazapentatriacontan-35-oate O=C1N(C(C=C1)=O)CCCC(=O)N[C@H](C(NCCOCCOCCOCCOCCOCCOCCOCCOC)=O)[C@@H](C(NCCCC(=O)OC(C)(C)C)=O)NC(CCCN1C(C=CC1=O)=O)=O